N[O-] Azinit